ClC=1C=CC(=C(C1)CC(=O)NC1=CC(=NC=C1)C(=O)NC1CCCCC1)OC 4-[[2-(5-chloro-2-methoxy-phenyl)acetyl]amino]-N-cyclohexyl-pyridine-2-carboxamide